C(C)(C)(C)SN (S)-tert-butanesulfenamide